ClC1=C(C(=C2C(=N1)N(C=C2)[C@@H]2O[C@@H]([C@@H]1[C@H]2OC(O1)(C)C)COCP(OCC)(OCC)=O)NC1CCCC1)C#N Diethyl ((((3aR,4R,6R,6aR)-6-(6-chloro-5-cyano-4-(cyclopentylamino)-1H-pyrrolo[2,3-b]pyridin-1-yl)-2,2-dimethyltetrahydrofuro[3,4-d][1,3]dioxol-4-yl)methoxy)methyl)phosphonate